Ethyl 1-(4-bromo-2-fluoro-phenyl)piperidine-4-carboxylate BrC1=CC(=C(C=C1)N1CCC(CC1)C(=O)OCC)F